COC(CCCCCCCCCCCC)=O Methyltridecanoate